5-(7-fluoroimidazo[1,2-a]pyridin-3-yl)-2-((6'-methyl-2,3,5,6,6',7'-hexahydrospiro[pyran-4,5'-pyrrolo[3,4-b]pyridin]-2'-yl)amino)benzonitrile FC1=CC=2N(C=C1)C(=CN2)C=2C=CC(=C(C#N)C2)NC2=CC=C1C(=N2)CN(C12CCOCC2)C